isopropyl 4-[4-[[(2S)-1,4-dioxan-2-yl]methoxy]-1-methyl-2-oxo-6,7-dihydrobenzo[a]quinolizin-9-yl]piperidine-1-carboxylate O1[C@@H](COCC1)COC=1N2CCC3=C(C2=C(C(C1)=O)C)C=CC(=C3)C3CCN(CC3)C(=O)OC(C)C